FC(CO)(CO)F 2,2-difluoropropan-1,3-diol